OC1C(OC(C1O)CO)N1C(N=C(C=C1)NOC(CCCCCCCC)=O)=O 1-(3,4-dihydroxy-5-(hydroxymethyl)tetrahydrofuran-2-yl)-4-((nonanoyloxy)amino)pyrimidin-2-one